(2-methoxyphenyl)-6-methylpyridine-3-carboxylic acid COC1=C(C=CC=C1)C1=NC(=CC=C1C(=O)O)C